5-ethynyl-N-methylbenzo[d]Oxazol-2-amine C(#C)C=1C=CC2=C(N=C(O2)NC)C1